tert-Butyl N-(3-amino-2,6-difluoro-phenyl)-N-tert-butoxycarbonyl-carbamate NC=1C(=C(C(=CC1)F)N(C(OC(C)(C)C)=O)C(=O)OC(C)(C)C)F